1-(2-(1-benzyl-5-methyl-1H-pyrazol-3-yl)-2-oxoethyl)-5-bromopyridin-2(1H)-one C(C1=CC=CC=C1)N1N=C(C=C1C)C(CN1C(C=CC(=C1)Br)=O)=O